(2S,3S)-1-(4,6-bis(trifluoromethyl)pyridine-2-yl)-N-(4-fluorophenyl)-3-hydroxy-N-methylpyrrolidine-2-carboxamide FC(C1=CC(=NC(=C1)C(F)(F)F)N1[C@@H]([C@H](CC1)O)C(=O)N(C)C1=CC=C(C=C1)F)(F)F